BrC=1C=C2C=C(C(N(C2=NC1)CCN1CCOCC1)=O)C(=O)O 6-bromo-1-(2-morpholinoethyl)-2-oxo-1,8-naphthyridine-3-carboxylic acid